C(C)(C)(C)OC(N(C(=O)OC(C)(C)C)C1=NNC2=C(C=C(C=C12)C1=CC(=NC=C1)N)C#CC(C)(C)C)=O tert-Butyl(5-(2-aminopyridin-4-yl)-7-(3,3-dimethylbut-1-yn-1-yl)-1H-indazol-3-yl)(tert-butoxycarbonyl)carbamate